BrC1=CN=CC=2N=C(N=C(C21)O)C2=CC=NC=C2 5-bromo-2-(pyridin-4-yl)pyrido[3,4-d]Pyrimidin-4-ol